C(C)(C)C1=CN=C2N1N=C(C=C2N[C@@H](C)C2=CC=CC=C2)NC2CCNCC2 (S)-3-isopropyl-N8-(1-phenylethyl)-N6-(piperidin-4-yl)imidazo[1,2-b]pyridazine-6,8-diamine